C1=CC(=CC=C1C(C2=CC=C(C=C2)N)C3=CC=C(C=C3)N)N 4,4',4''-triaminotriphenylmethane